10,11-difluoro-8-oxo-2,3,4,8-tetrahydro-[1,4]oxazepino[2,3,4-ij]quinoline-7-carbaldehyde FC=1C=C2C(C(=CN3C2=C(C1F)OCCC3)C=O)=O